O1C=NC2=C1C=CC(=C2)CO benzo[d]oxazol-5-yl-methanol